FC(OC1=C(C=CC(=C1F)F)[C@H]1[C@@H](OC([C@H]1C)(C(F)(F)F)C)C(=O)NC1=CC(=NC=C1C)C(=O)OC)F |r| methyl rac-(2R,3S,4S,4R)-4-[[3-[2-(difluoromethoxy)-3,4-difluoro-phenyl]-4,5-dimethyl-5-(trifluoromethyl)tetrahydrofuran-2-carbonyl]amino]-5-methyl-pyridine-2-carboxylate